FC(OC1=C(C=C(C=C1)NN)C1=NN=C(N1CC1=CC=C(C=C1)OC)C)F 3-(2-(difluoromethoxy)-5-hydrazinylphenyl)-4-(4-methoxybenzyl)-5-methyl-4H-1,2,4-triazole